FC1=CC=C(C=C1)[C@H]1[C@@H](C1)NCCC[C@@H](C(=O)N1CC2(COC2)C1)NC(C1=CC=C(C=C1)N1N=CC=C1)=O N-[(2S)-5-[[(1R,2S)-2-(4-fluorophenyl)cyclopropyl]amino]-1-[2-oxa-6-azaspiro[3.3]heptan-6-yl]-1-oxopentan-2-yl]-4-(1H-pyrazol-1-yl)benzamide